3,3-dipropyloxypropyl-magnesium chloride C(CC)OC(CC[Mg]Cl)OCCC